ClC=1C(=NC(=NC1)NC1=C(C=C(C=C1)C(=O)C1=CC=NC=C1)OC)C=1C=NN(C1)CC (4-((5-chloro-4-(1-ethyl-1H-pyrazol-4-yl)pyrimidin-2-yl)amino)-3-methoxyphenyl)(pyridin-4-yl)methanone